C1=CC=CC=2C3=CC=CC=C3N(C12)C1=CC=C(C=C1)C1=C(C=CC=C1N1C2=CC=CC=C2C=2C=C(C=CC12)C1=CC=CC=C1)N1C2=CC=CC=C2C=2C=C(C=CC12)C1=CC=CC=C1 4'-(9H-carbazol-9-yl)-2,6-bis(3-phenyl-9H-carbazol-9-yl)-[1,1'-biphenyl]